methyl (1s,2s)-2-hydroxy-4,4-dimethylcyclopentane-1-carboxylate O[C@@H]1[C@H](CC(C1)(C)C)C(=O)OC